3-tertiary butyl-4-xylenol C(C)(C)(C)C=1CC(C=CC1C)(C)O